Cl.CC=1C=C(C=C2C(NC(=NC12)C=1C=C2C(=NC1)SC=C2)=O)CCN2CCOCCC2 8-methyl-6-(2-[1,4]oxaazepan-4-yl-ethyl)-2-thieno[2,3-b]pyridin-5-yl-3H-quinazolin-4-one hydrochloride